3-(4-(2-(2-((3-(azetidin-3-yl)pyridin-4-yl)oxy)ethoxy)ethoxy)phenyl)piperidine-2,6-dione N1CC(C1)C=1C=NC=CC1OCCOCCOC1=CC=C(C=C1)C1C(NC(CC1)=O)=O